OC1=C(C=C(C=C1)C#CC1=CC=C(C=C1)O)OC 4,4'-dihydroxy-3-methoxytolan